O1C(=CC=C1)C(CC(C)=O)CC 4-(furan-2-yl)hexan-2-one